(4-((3-amino-5-((3S,4S)-4-amino-3-methyl-2-oxa-8-azaspiro[4.5]decan-8-yl)pyrazin-2-yl)thio)-2,3-dichlorophenyl)dimethylphosphine oxide NC=1C(=NC=C(N1)N1CCC2([C@@H]([C@@H](OC2)C)N)CC1)SC1=C(C(=C(C=C1)P(C)(C)=O)Cl)Cl